5-(ethylsulfonyl)-6-(2-(trifluoromethyl)pyrazolo[1,5-a]pyrimidin-5-yl)picolinamide C(C)S(=O)(=O)C=1C=CC(=NC1C1=NC=2N(C=C1)N=C(C2)C(F)(F)F)C(=O)N